CC1=C(CNC=2C=3N(C=C(C2)NC(=O)N2CCCC2)C(=C(N3)C)C)C(=CC=C1)C N-(8-((2,6-dimethylbenzyl)amino)-2,3-dimethylimidazo[1,2-a]pyridin-6-yl)pyrrolidine-1-carboxamide